(R)-benzyl-{1-[2-(4-bromophenoxy)ethyl]}-4-methylpiperazine C(C1=CC=CC=C1)[C@H]1N(CCN(C1)C)CCOC1=CC=C(C=C1)Br